N=1CC=CC2=CCCC(C12)NCC1=CC=C(C=C1)CN N'-(2,6,7,8-tetrahydro-8-quinolinyl)-1,4-xylylenediamine